C(C)[C@@H]1CN2CC[C@]3(C([C@@H]2C[C@@H]1/C(/C(=O)OC)=C\OC)=NC1=CC=CC(=C13)OC)OC(C(C)C)=O methyl (E)-2-((2S,3S,7aS,12bS)-3-ethyl-7a-(isobutyryloxy)-8-methoxy-1,2,3,4,6,7,7a,12b-octahydroindolo[2,3-a]quinolizin-2-yl)-3-methoxyacrylate